N1=CC(=CC=C1)C=1SC=CN1 (pyridin-3-yl)-1,3-thiazol